BrCCCN1N=NC2=C1C=CC(=C2C)C(CC(=O)OCC)C2=CC(=C(C=C2)C)CN2S(OC1=C(C2)C=C(C=C1)O)(=O)=O ethyl 3-[1-(3-bromopropyl)-4-methyl-1H-benzotriazol-5-yl]-3-{3-[(6-hydroxy-2,2-dioxo-2H-1,2λ6,3-benzoxathiazin-3(4H)-yl)methyl]-4-methylphenyl}propanoate